Isopropyl (1S,3S)-3-(4-bromophenoxy)cyclohexane-1-carboxylate BrC1=CC=C(O[C@@H]2C[C@H](CCC2)C(=O)OC(C)C)C=C1